tert-butyl 4-[[4-[2-(2,6-dioxo-3-piperidyl)-1,3-dioxo-isoindolin-5-yl]-1-piperidyl]methyl]piperidine-1-carboxylate O=C1NC(CCC1N1C(C2=CC=C(C=C2C1=O)C1CCN(CC1)CC1CCN(CC1)C(=O)OC(C)(C)C)=O)=O